CC1(OCC(O1)C=C(C(=O)[O-])C)C (2,2-Dimethyl-1,3-dioxolan-4-yl)-methylacrylat